[NH4+].FC=1C(=C(C=CC1)F)F trifluoro-benzene ammonium salt